N1=CC(=CC=C1)CCC(=O)O.C(CCC=C)(=O)N (pent-4-enamide) 3-(pyridin-3-yl)propionate